CC1=CC=C(C=C1)C=C1C=C(CC(=C1)C(C)(C)C)C(C)(C)C 4-(4-methylphenyl)methylene-2,6-di-tert-butyl-2,5-cyclohexadiene